C(C1=CC=CC=C1)(=O)OC[C@H]([C@H]([C@@H]([C@H](C(=O)C1=CC(=C(C=C1)Cl)CC1=CC=C(C=C1)O[C@H]1COCC1)OC(C1=CC=CC=C1)=O)OC(C1=CC=CC=C1)=O)OC(C1=CC=CC=C1)=O)OC(C)=O (2R,3R,4S,5R)-2-acetoxy-6-(4-chloro-3-(4-(((R)-tetrahydrofuran-3-yl) oxy) benzyl) phenyl)-6-oxohexane-1,3,4,5-tetrayl tetrabenzoate